BrCC=1C=C(C=NC1OCC(C)OCCC)N=CN(C)CC N'-[5-bromomethyl-6-(2-propoxypropoxy)-3-pyridyl]-N-ethyl-N-methyl-formamidine